2,1,3-benzoxadiazole-4,5-diamine N=1ON=C2C1C=CC(=C2N)N